COC1=CC=C(COCC2=C(C=CC=C2)C=2C(=CC=CC2)S(=O)(=O)NCOC)C=C1 2'-(((4-methoxybenzyl)oxy)methyl)-N-(methoxymethyl)-[1,1'-biphenyl]-2-sulfonamide